C(C)(C)(C)OC(=O)[C@]1(C[C@H](NCC1)C)CC1=NC(=C(C=C1F)F)Cl (2R,4R)-4-((6-chloro-3,5-difluoropyridin-2-yl)methyl)-2-methylpiperidine-4-carboxylic acid tert-butyl ester